C(C)(C)(C)OC(CN1CCC=2C=C(C=NC2C1)Br)=O 2-(3-bromo-5,8-dihydro-1,7-naphthyridin-7(6H)-yl)acetic acid tert-butyl ester